(1S,2R)-7-(Ethylsulfonyl)-2-((R)-5H-imidazo[5,1-a]isoindol-5-yl)-7-azaspiro[3.5]nonan-1-ol C(C)S(=O)(=O)N1CCC2(C[C@@H]([C@@H]2O)[C@H]2N3C(C4=CC=CC=C24)=CN=C3)CC1